N-(5-(2-(6,7-dihydrothiazolo[4,5-c]pyridin-5(4H)-yl)acetamido)-2-methylpyridin-3-yl)-2-(1-methyl-1H-pyrazol-4-yl)pyrazolo[5,1-b]thiazole-7-carboxamide S1C=NC=2CN(CCC21)CC(=O)NC=2C=C(C(=NC2)C)NC(=O)C=2C=NN1C2SC(=C1)C=1C=NN(C1)C